2-[2-(2-methoxyethoxy)ethoxy]ethylphosphonic acid COCCOCCOCCP(O)(O)=O